CC1=C2C=NN(C2=CC=C1C1=NC=CC2=CN=C(C=C12)NC1=CC=C(C=C1)S(=O)(=O)C)CC(C)=O 1-(4-methyl-5-(7-((4-(methylsulfonyl)phenyl)amino)-2,6-naphthyridin-1-yl)-1H-indazol-1-yl)propan-2-one